2-fluoro-2-iodo-3,4-dihydronaphthalene FC1(CC2=CC=CC=C2CC1)I